FC(C=1C=C(C=CC1)C=1OC2=C(N1)C=CC(=C2)C(=O)O)(F)F 2-(3-(Trifluoromethyl)phenyl)benzo[d]oxazole-6-carboxylic acid